5-methyl-2-heptanone CC(CCC(C)=O)CC